COC1=CC=C(C=C1)C1=NN2C(=NC=3C(=CC=CC3C2=N1)C)N[C@@H]1C(NCCCC1)=O (3S)-3-{[2-(4-methoxyphenyl)-7-methyl[1,2,4]triazolo[1,5-c]quinazolin-5-yl]amino}azepan-2-one